4-(((4-(3-amino-1H-indazol-5-yl)pyridin-2-yl)amino)methyl)benzonitrile NC1=NNC2=CC=C(C=C12)C1=CC(=NC=C1)NCC1=CC=C(C#N)C=C1